5-{4-cyclopropyl-5h,6h,7h,8h-pyrido[3,4-d]pyrimidine-7-carbonyl}-6-methyl-N-(1-methylcyclopropyl)furo[2,3-d]pyrimidin-4-amine C1(CC1)C=1C2=C(N=CN1)CN(CC2)C(=O)C2=C(OC=1N=CN=C(C12)NC1(CC1)C)C